3,5-dichloro-N-(3-(2-(1,1-dioxidothiomorpholino)benzyl)-4-oxo-3,4-dihydroquinazolin-5-yl)-4-hydroxybenzamide ClC=1C=C(C(=O)NC2=C3C(N(C=NC3=CC=C2)CC2=C(C=CC=C2)N2CCS(CC2)(=O)=O)=O)C=C(C1O)Cl